[C@@H]1([C@@H](CCCCCC1)O)O (1R,2R)-1,2-cyclooctanediol